sec-nonyl-phenoxyacetic acid C(C)(CCCCCCC)C(C(=O)O)OC1=CC=CC=C1